O.ClC1=C(C(=O)N2COC3=C(C2)C=CC=C3C3=CC(=C(C(=O)O)C=C3F)N3C2COCC3CC2)C(=CC(=C1)N1CC2(C1)CN(C2)CC(F)F)Cl 4-[3-[2,6-Dichloro-4-[6-(2,2-difluoroethyl)-2,6-diazaspiro[3.3]heptan-2-yl]benzoyl]-2,4-dihydro-1,3-benzoxazin-8-yl]-5-fluoro-2-(3-oxa-8-azabicyclo[3.2.1]oct-8-yl)benzoic acid hydrate